decyltrimethoxysilane C(CCCCCCCCC)[Si](OC)(OC)OC